tert-Butyl(1-(4-bromophenyl)-1-oxopropan-2-yl)carbamate C(C)(C)(C)OC(NC(C(=O)C1=CC=C(C=C1)Br)C)=O